C(#N)[C@H](CC1=CC=C(C=C1)C=1C=CC2=C(N(C(O2)=O)C)C1)NC(=O)[C@H]1OCC(CCNC1)(C)O (2S)-N-[(1S)-1-cyano-2-[4-(3-methyl-2-oxo-2,3-dihydro-1,3-benzoxazol-5-yl)phenyl]ethyl]-7-hydroxy-7-methyl-1,4-oxazocane-2-carboxamide